C1(CC1)OC=1C=C(C=CC1)N1C(N(C2=C1C=CC(=C2)C(=O)NC2(CS(C2)(=O)=O)C)C(C)C)=O 1-[3-(cyclopropoxy)phenyl]-3-isopropyl-N-(3-methyl-1,1-dioxo-thietan-3-yl)-2-oxo-benzimidazole-5-carboxamide